C(C=C)C1(CN(CC1)C(=O)OC(C)(C)C)O tert-Butyl 3-allyl-3-hydroxypyrrolidine-1-carboxylate